BrC1=CC(=C(COC2=CC=CC(=N2)C2=CC(=C(CC3=NC4=C(N3CCOC)C=C(C=C4)C(=O)OC)C=C2)F)C=C1)F Methyl 2-(4-(6-((4-bromo-2-fluorobenzyl)oxy)pyridin-2-yl)-2-fluorobenzyl)-1-(2-methoxyethyl)-1H-benzo[d]imidazole-6-carboxylate